NC(C(=O)O)CCCNC(C#C)=O 2-amino-5-(prop-2-ynoylamino)pentanoic acid